NC1(CCC1)COC1=C2CC(C(C2=C(C=C1)SC(F)(F)F)O)(F)F 4-((1-aminocyclobutyl)methoxy)-2,2-difluoro-7-(trifluoromethylsulfanyl)-2,3-dihydro-1H-inden-1-ol